C(C)(C)(C)[N+](=C)[O-] N-tert-butylnitrone